C1C(CC2=CC=CC=C12)[15N]=C(C1=CC=CC=C1)C1=CC=CC=C1 N-(2,3-dihydro-1H-inden-2-yl)-1,1-diphenylmethanimine-15N